(S)-methyl 3-((2S,4R)-1-((S)-2-(1-fluorocyclopropanecarboxamido)-3,3-dimethylbutanoyl)-4-hydroxy pyrrolidine-2-carboxamido)-3-(4-(4-methylthiazol-5-yl) phenyl)propanoate FC1(CC1)C(=O)N[C@H](C(=O)N1[C@@H](C[C@H](C1)O)C(=O)N[C@@H](CC(=O)OC)C1=CC=C(C=C1)C1=C(N=CS1)C)C(C)(C)C